(D)-alanine methyl ester hydrochloride Cl.COC([C@H](N)C)=O